N-(4-chlorophenyl)-N-(4-(5-(difluoromethyl)-1,3,4-oxadiazol-2-yl)-2-fluorobenzyl)methanesulfonamide ClC1=CC=C(C=C1)N(S(=O)(=O)C)CC1=C(C=C(C=C1)C=1OC(=NN1)C(F)F)F